C(C1=CC=CC=C1)OCC1C[C@H](S([C@H](C1)C)(=O)=O)C (2r,4r,6s)-4-((benzyloxy)methyl)-2,6-dimethyltetrahydro-2H-thiopyran 1,1-dioxide